3-[(3-fluorophenyl)methyl]-2,2-dimethyl-6-{[2-(1-methylpyrazol-4-yl)-4-pyridyl]oxy}-1,3-benzoxazin-4-one FC=1C=C(C=CC1)CN1C(OC2=C(C1=O)C=C(C=C2)OC2=CC(=NC=C2)C=2C=NN(C2)C)(C)C